3-butyl-2-(acryloyloxy)thioxanthone C(CCC)C=1C(=CC=2C(C3=CC=CC=C3SC2C1)=O)OC(C=C)=O